1-(((R)-10-hydroxy-7-((S)-4,4,4-trifluoro-2-(hydroxymethyl)butanoyl)-7-azaspiro[4.5]decan-10-yl)methyl)-4-phenyl-5-(piperazine-1-carbonyl)pyridin-2(1H)-one O[C@@]1(CCN(CC12CCCC2)C([C@@H](CC(F)(F)F)CO)=O)CN2C(C=C(C(=C2)C(=O)N2CCNCC2)C2=CC=CC=C2)=O